ClCC(=O)N[C@@H]([C@H](O)C)C(=O)O N-α-chloroacetyl-threonine